C1=CC=CC=2C1=C1CC3=CC=CC=C3C1=CC2 benzo(a)Fluorene